N-[(1R)-1-[3-(cyclopropylmethoxy)-5-methoxy-phenyl]ethyl]-5-[(1R,5S)-3,8-diazabicyclo[3.2.1]octan-3-yl]-2-methyl-benzamide hydrochloride salt Cl.C1(CC1)COC=1C=C(C=C(C1)OC)[C@@H](C)NC(C1=C(C=CC(=C1)N1C[C@H]2CC[C@@H](C1)N2)C)=O